Lauroyl-taurine sodium salt [Na+].C(CCCCCCCCCCC)(=O)NCCS(=O)(=O)[O-]